neodecanoic acid vinylester C(=C)OC(CCCCCC(C)(C)C)=O